(R)-(4-(3-cycloheptyl-2-oxo-2,3-dihydro-1H-pyrrolo[3,2-c]pyridin-3-yl)phenyl)boronic acid C1(CCCCCC1)[C@@]1(C(NC2=C1C=NC=C2)=O)C2=CC=C(C=C2)B(O)O